3-(2-(((1r,4r)-4-(aziridin-1-yl)cyclohexyl)amino)-5-methylpyrimidin-4-yl)-N-(pyrimidin-5-yl)imidazo[1,2-a]pyridin-7-amine N1(CC1)C1CCC(CC1)NC1=NC=C(C(=N1)C1=CN=C2N1C=CC(=C2)NC=2C=NC=NC2)C